C1(CC1)CN1CC(CCC1)C(=O)C1=CC2=CC=C(C=C2C=C1)CO (1-(cyclopropylmethyl)piperidin-3-yl)(6-(hydroxymethyl)naphthalen-2-yl)methanone